tert-butyl ((R)-1-(((R)-(3-(5-chloro-2-((6-fluoro-2-methylpyridin-3-yl)oxy)-4-(trifluoromethyl)benzamido) phenyl)(methyl)(oxo)-λ6-sulfaneylidene)amino)-1-oxopropan-2-yl)carbamate ClC=1C(=CC(=C(C(=O)NC=2C=C(C=CC2)[S@](=O)(C)=NC([C@@H](C)NC(OC(C)(C)C)=O)=O)C1)OC=1C(=NC(=CC1)F)C)C(F)(F)F